FC=1C=CC(=C(C1)[C@@]12NC(OC[C@H]2C1)=O)OC (1R,6S)-1-(5-fluoro-2-methoxyphenyl)-4-oxa-2-azabicyclo[4.1.0]Heptane-3-one